6-ethoxy-1-oxo-2-(pyridin-4-ylmethyl)isoindoline-5-carboxylic acid ethyl ester C(C)OC(=O)C=1C=C2CN(C(C2=CC1OCC)=O)CC1=CC=NC=C1